BrC=1C=C(C=NC1C#N)C(=O)NC1=C(C=C(C=C1)F)S(=O)(=O)C 5-bromo-6-cyano-N-(4-fluoro-2-methanesulfonylphenyl)pyridine-3-carboxamide